N-((1R,2R,4S)-7-cyano-7-azabicyclo[2.2.1]heptan-2-yl)-1-cyclopentyl-1H-indazole-3-carboxamide C(#N)N1[C@H]2[C@@H](C[C@@H]1CC2)NC(=O)C2=NN(C1=CC=CC=C21)C2CCCC2